5-p-tert-butylbenzylidene-4-phenylfuran-2(5H)-one C(C)(C)(C)C1=CC=C(C=C2C(=CC(O2)=O)C2=CC=CC=C2)C=C1